2-(tert-butyl) 3-ethyl (1S,3S,5R)-5-(((4-nitrobenzoyl)oxy)methyl)-2-azabicyclo-[3.1.0]hexane-2,3-dicarboxylate [N+](=O)([O-])C1=CC=C(C(=O)OC[C@@]23C[C@H](N([C@H]3C2)C(=O)OC(C)(C)C)C(=O)OCC)C=C1